OCCOCCOCCOCC(=O)[O-] 11-hydroxy-3,6,9-trioxaundecanoate